(S)-5-((1-(3-aminophenyl)ethyl)amino)-1-(4-methoxybenzyl)-3-methyl-1,3-dihydro-2H-imidazo[4,5-b]pyrazin-2-one NC=1C=C(C=CC1)[C@H](C)NC=1N=C2C(=NC1)N(C(N2C)=O)CC2=CC=C(C=C2)OC